N(=O)[O-].[K+] potassium nitrite